6-((3-(3-((tert-butyldimethylsilyl)oxy)azetidin-1-yl)-4-chlorophenyl)carbamoyl)-3-methyl-6-azabicyclo[3.1.1]heptane-1-carboxylic acid [Si](C)(C)(C(C)(C)C)OC1CN(C1)C=1C=C(C=CC1Cl)NC(=O)N1C2CC(CC1(C2)C(=O)O)C